(S)-5-chloro-2-fluoro-N-(5-fluorothiazol-2-yl)-4-((1-phenylpropyl)amino)benzenesulfonamide ClC=1C(=CC(=C(C1)S(=O)(=O)NC=1SC(=CN1)F)F)N[C@@H](CC)C1=CC=CC=C1